BrC=1C=CC(=C2C(=NN(C12)CC(F)F)N)Cl 7-bromo-4-chloro-1-(2,2-difluoroethyl)-1H-indazol-3-amine